2-(2-(2-methylimidazolyl)-ethyl)-4,6-di-amino-s-triazine CC=1NC=C(N1)CCC1=NC(=NC(=N1)N)N